C(C1=CC=CC=C1)OC(=O)N1C(C(N(CC1)C=1N=C2N(C=C(C=C2)C(=O)OC)C1)=O)CCC(=O)O 3-(1-((benzyloxy)carbonyl)-4-(6-(methoxycarbonyl)imidazo[1,2-a]pyridin-2-yl)-3-oxopiperazin-2-yl)propanoic acid